N-(5-((4-(trifluoromethyl)benzyl)oxy)-1H-indol-3-yl)spiro[2.3]hexane-5-carboxamide FC(C1=CC=C(COC=2C=C3C(=CNC3=CC2)NC(=O)C2CC3(CC3)C2)C=C1)(F)F